Dibenzyl 1-[9-(4-hexylphenyl)nonanoyl]azetidin-3-yl phosphate P(=O)(OCC1=CC=CC=C1)(OCC1=CC=CC=C1)OC1CN(C1)C(CCCCCCCCC1=CC=C(C=C1)CCCCCC)=O